5,8,8-trimethyl-6-oxo-5-phenyl-3-vinyl-9,10-dihydro-7H-benzo[b][1,8]naphthyridine-4-carbonitrile CC1(C2=C(NC=3N=CC(=C(C13)C#N)C=C)CC(CC2=O)(C)C)C2=CC=CC=C2